BrCC=1C=CC(=C(C(=O)C2=C(C(=C(C=C2)C2=CC=CC=C2)C)C(=O)NN)C1)Cl (5-(bromomethyl)-2-chlorobenzoyl)-2-methyl-[1,1'-biphenyl]-3-carbohydrazide